NC1=CC=C(OCC2(N=C(OC2)C2=CC=C(C=C2)N)C)C=C1 4-[4-[(4-aminophenoxy)methyl]-4,5-dihydro-4-methyl-2-oxazolyl]-benzenamine